2-fluoro-4-[3-(hydroxyimino)-2,3-dihydro-1H-inden-5-yl]phenol FC1=C(C=CC(=C1)C=1C=C2C(CCC2=CC1)=NO)O